C(#C)C=1C(=CC=C2C=C(C=C(C12)C1=C(C2=C(C=N1)C(=NN2C)C2C1CNC(C2=O)CC1)F)O)F 5-[6-(8-ethynyl-7-fluoro-3-hydroxy-1-naphthyl)-7-fluoro-1-methyl-pyrazolo[4,3-c]pyridin-3-yl]-2-azabicyclo[2.2.2]octan-6-one